bicyclo[4.2.0]oct-1(6),2,4-trien C1=2C=CC=CC2CC1